FC=1C=C(C=CC1F)CNC=1N=CC=C2C=C(SC12)C1=C(C(=NC(=C1C(=O)N)CC(C)C)CCC1=CC=C(C=C1)F)C=1OC(=NN1)C 4-(7-{[(3,4-difluorophenyl)methyl]amino}-1-thia-6-aza-2-indenyl)-6-[2-(p-fluorophenyl)ethyl]-2-isobutyl-5-(5-methyl-1,3,4-oxadiazol-2-yl)nicotinamide